CC(C(=O)O)N1N=C(N2C(C1=O)=CC(=C2)C=O)C(C)C.CC2(CCC(=CC2)C2=CC(=C(C=C2)C=2SC=CN2)C(F)(F)F)C 2-(4',4'-Dimethyl-3-(trifluoromethyl)-2',3',4',5'-tetrahydro-[1,1'-biphenyl]-4-yl)thiazol methyl-2-(7-formyl-4-isopropyl-1-oxopyrrolo[1,2-d][1,2,4]triazin-2(1H)-yl)acetate